(E)-3-(4-(8-benzyl-2-oxa-5,8-diazaspiro[3.4]octane-5-carbonyl)phenyl)-1-(3,4-dimethoxyphenyl)prop-2-en-1-one C(C1=CC=CC=C1)N1CCN(C12COC2)C(=O)C2=CC=C(C=C2)/C=C/C(=O)C2=CC(=C(C=C2)OC)OC